BrC1=C(C=C(C=C1)CC(=O)N(C)C)F (4-bromo-3-fluorophenyl)-N,N-dimethylacetamide